CC1=C(C=CC=C1C=1OC2=C(N1)C=C(C(=C2)OC(F)F)CN2[C@@H](CCC2)C(=O)O)C2=C(C(=CC=C2)C=2OC1=C(N2)C=C(C(=C1)OC(F)F)CN1[C@@H](CCC1)C(=O)O)C (2'S)-(((2,2'-dimethyl-[1,1'-biphenyl]-3,3'-diyl)bis(6-(difluoromethoxy)benzo[d]oxazole-2,5-diyl))bis(methylene))di-L-proline